Methylenecyclohexene C=C1CCCC=C1